NC(=S)N.O1N=CC=C1 isoxazole thiourea salt